O1CC(C1)N1C=NC2=C1C=C(C=C2)B(O)O (1-(oxetan-3-yl)-1H-benzo[d]imidazol-6-yl)boronic acid